1-chloro-pyrrolo[1,2-a]quinoxaline ClC1=CC=C2N1C1=CC=CC=C1N=C2